C1(CC1)CC=1N=NN(C1)CC1=C(N=NN1C)C1=CC=C(C(=N1)C(F)F)N1C[C@H](CCC1)CC(=O)OCC ethyl (R)-2-(1-(6-(5-((4-(cyclopropylmethyl)-1H-1,2,3-triazol-1-yl)methyl)-1-methyl-1H-1,2,3-triazol-4-yl)-2-(difluoromethyl)pyridin-3-yl)piperidin-3-yl)acetate